OC1OC2=C(NC1=O)C(=CC=C2)O 2,5-dihydroxy-2H-1,4-benzoxazin-3(4H)-one